(1r,3r)-N-[5-(3-chlorophenyl)-1,2-oxazol-3-yl]-3-(cyanoamino)-N-methylcyclobutane-1-carboxamide ClC=1C=C(C=CC1)C1=CC(=NO1)N(C(=O)C1CC(C1)NC#N)C